4-(3-fluoro-6-methyl-5-(methylsulfonylamino)pyridin-2-yl)-1-methyl-1H-1,2,3-triazol-5-Carboxylic acid FC=1C(=NC(=C(C1)NS(=O)(=O)C)C)C=1N=NN(C1C(=O)O)C